2,2-dimethyl-3-(4-methyl-3-{[(4R)-4-methyl-1,1-dioxo-3,4-dihydro-2H-5,1λ6,2-benzoxathiazepin-2-yl]methyl}phenyl)propanoic acid CC(C(=O)O)(CC1=CC(=C(C=C1)C)CN1S(C2=C(O[C@@H](C1)C)C=CC=C2)(=O)=O)C